CC1=C(C=CC=C1)C(C)=O (Z)-2'-methylacetophenone